[C@@H]12[C@H](C[C@@H](CC1)N2)O (1S,2S,4R)-7-azabicyclo[2.2.1]heptan-2-ol